FC=1C=C(COC=2C=C3N(C(N2)=O)CC2N3CCC2)C=C(C1OC1=CC(=NC=C1)C(F)(F)F)F 3-((3,5-difluoro-4-((2-(trifluoromethyl)pyridin-4-yl)oxy)benzyl)oxy)-7,8,8a,9-tetrahydropyrrolo[1',2':3,4]imidazo[1,2-c]pyrimidin-1(6H)-one